C1\C=C/CCC(=O)OC1=O cis-2-pentene-1,5-dicarboxylic acid anhydride